iron zinc calcium cobalt [Co].[Ca].[Zn].[Fe]